7-(1-ethyl-1,2,3,6-tetrahydropyridin-4-yl)-2-(2-methyl-2H-indazol-5-yl)-4H-pyrido[1,2-a]pyrimidin-4-one C(C)N1CCC(=CC1)C=1C=CC=2N(C(C=C(N2)C2=CC3=CN(N=C3C=C2)C)=O)C1